O1C=CC2=C1C=C(C=C2)C2C(C(N(CC2)CCN2C=CC=C2)C)COC2=CC=C1CNC(C1=C2)=O (-)-6-{[trans,trans-4-(1-benzofuran-6-yl)-2-methyl-1-[2-(1H-pyrrol-1-yl)ethyl]Piperidin-3-yl]Methoxy}-2,3-dihydro-1H-isoindol-1-one